Fluorouracil acetate C(C)(=O)O.N1C(=O)NC(=O)C(F)=C1